4-(5-(2-methoxy-4'-(3-methylureido)-[1,1'-biphenyl]-3-yl)isoxazol-3-yl)piperazine-1-carboxylic acid tert-butyl ester C(C)(C)(C)OC(=O)N1CCN(CC1)C1=NOC(=C1)C=1C(=C(C=CC1)C1=CC=C(C=C1)NC(=O)NC)OC